6-(2-aminopyrimidin-5-yl)-8-(piperidin-1-yl)imidazo[1,2-a]pyrazine-2-carboxamide NC1=NC=C(C=N1)C=1N=C(C=2N(C1)C=C(N2)C(=O)N)N2CCCCC2